1-(2,6,6-trimethyl-1-cyclohex-2-enyl)but-3-en-1-one CC=1C(C(CCC1)(C)C)C(CC=C)=O